C(CCCCC(=O)[O-])(=O)OC1=C(C(=C(C(=C1)C)C(COC(CCCCCCCCCCCCCCC)=O)COC(CCCCCCCCCCCCCCC)=O)C)C(C)(CC=O)C 1,3-Bis(palmitoyloxy)propan-2-yl(3,5-dimethyl-2-(2-methyl-4-oxobutan-2-yl)phenyl) adipate